C(#N)C1=C2C(=NC=C1OC1=CC(=NC=C1)NC(N(C)C)=O)N=C(N2C)NC=2C=C1N(N2)CCC12CCC2 3-(4-((7-cyano-2-((5',6'-dihydrospiro[cyclobutane-1,4'-pyrrolo[1,2-b]pyrazol]-2'-yl)amino)-1-methyl-1H-imidazo[4,5-b]pyridin-6-yl)oxy)pyridin-2-yl)-1,1-dimethylurea